N(C)CC(=O)[O-].C(CCC)[N+](CCCC)(CCCC)CCCC Tetrabutylammonium sarcosinate